1-(4-(methylthio)phenyl)-3-phenylprop-2-en-1-one CSC1=CC=C(C=C1)C(C=CC1=CC=CC=C1)=O